COC1CC(C1)N1C(C(=CC=C1)NC1=NC=2N(C(=C1)NC)N=CC2C(=O)N)=O 5-((1-((1r,3S)-3-methoxycyclobutyl)-2-oxo-1,2-dihydropyridin-3-yl)amino)-7-(methylamino)pyrazolo[1,5-a]pyrimidine-3-carboxamide